N-((1R,3r,5S,6r)-3-(6-chloro-1H-indazol-4-yl)-3-hydroxybicyclo[3.1.0]hexan-6-yl)quinoline-4-carboxamide ClC1=CC(=C2C=NNC2=C1)C1(C[C@H]2C([C@H]2C1)NC(=O)C1=CC=NC2=CC=CC=C12)O